[OH-].CN1C(=[N+](C2=C1CCCC2)C)C 1,2,3-Trimethyl-4,5,6,7-tetrahydro-1H-benzo[d]imidazol-3-ium hydroxide